(R)-2-(9-(4-fluorophenyl)-6-oxaspiro[4.5]decan-9-yl)-N-(2-(pyridin-4-yl)benzyl)ethanamine FC1=CC=C(C=C1)[C@@]1(CCOC2(CCCC2)C1)CCNCC1=C(C=CC=C1)C1=CC=NC=C1